FC1(CC1)C(=O)N[C@H](C(=O)N1[C@@H](C[C@H](C1)O)C(=O)NCC1=C(OCCCCCCCC(=O)O)C=C(C=C1)C1=C(N=CS1)C)C(C)(C)C 8-[2-({[(2S,4R)-1-[(2S)-2-[(1-fluorocyclopropyl)formamido]-3,3-dimethylbutanoyl]-4-hydroxypyrrolidin-2-yl]formamido}methyl)-5-(4-methyl-1,3-thiazol-5-yl)phenoxy]octanoic acid